O1CCN(CC1)CC1=CC=NC(=C1)NC=1SC(=CN1)C=1OC(=NN1)C1=CC=CC=C1 4-(morpholinomethyl)-6-((5-(5-phenyl-1,3,4-oxadiazol-2-yl)thiazol-2-yl)amino)pyridine